7-((1S,3R)-3-(1-isopropyl-3-(6-(trifluoromethyl)pyridin-2-yl)-1H-pyrazol-5-yl)cyclopentyl)-2-thia-7-azaspiro[3.5]nonane 2,2-dioxide C(C)(C)N1N=C(C=C1[C@H]1C[C@H](CC1)N1CCC2(CS(C2)(=O)=O)CC1)C1=NC(=CC=C1)C(F)(F)F